(S)-N-(4-fluoro-3-methylphenyl)-2-methyl-3-(2-oxo-2-((1,1,1-trifluoropropan-2-yl)amino)acetyl)-5,6,7,8-tetrahydroindolizine-1-carboxamide FC1=C(C=C(C=C1)NC(=O)C=1C(=C(N2CCCCC12)C(C(N[C@H](C(F)(F)F)C)=O)=O)C)C